C(C=C)(=O)[Cu].[Ni].[Cu] copper-nickel alloyl-copper